tert-butyl N-[(1R)-1-[(2s,4R)-4-hydroxy-2-[[4-(4-methylthiazol-5-yl)phenyl]methylcarbamoyl]pyrrolidine-1-carbonyl]-2-methyl-2-tritylsulfanylpropyl]carbamate O[C@@H]1C[C@H](N(C1)C(=O)[C@H](C(C)(SC(C1=CC=CC=C1)(C1=CC=CC=C1)C1=CC=CC=C1)C)NC(OC(C)(C)C)=O)C(NCC1=CC=C(C=C1)C1=C(N=CS1)C)=O